7-[(5-Methoxypyridin-2-yl)methoxy]-2-(6-methoxypyridin-3-yl)-1,2,3,4-tetrahydroisoquinoline COC=1C=CC(=NC1)COC1=CC=C2CCN(CC2=C1)C=1C=NC(=CC1)OC